N1[C@@H](CNCC1)CC#N |r| racemic-2-piperazineacetonitrile